7-((S)-2-amino-3-fluoropropyl)-2-(1-(cyclopropylmethyl)-7-((R)-2-hydroxy-2-(oxazol-5-yl)ethoxy)-1H-indol-2-yl)-3-methyl-3,5,6,7-tetrahydro-8H-imidazo[4,5-b][1,6]naphthyridin-8-one N[C@@H](CN1C(C=2C=C3C(=NC2CC1)N(C(=N3)C=3N(C1=C(C=CC=C1C3)OC[C@H](C3=CN=CO3)O)CC3CC3)C)=O)CF